4-cyclopropyl-[2,4'-bithiazole]-5-carboxylic acid C1(CC1)C=1N=C(SC1C(=O)O)C=1N=CSC1